N-(5-((8-(4-fluoro-2-isopropoxyphenyl)quinazolin-2-yl)amino)-2-methoxyphenyl)acetamide FC1=CC(=C(C=C1)C=1C=CC=C2C=NC(=NC12)NC=1C=CC(=C(C1)NC(C)=O)OC)OC(C)C